C(C)(C)C=1C(=NN(C1C=1C=C(C=2N(C1)N=CN2)OC)COCC[Si](C)(C)C)C=2SC(=CN2)C2CCN(CC2)C(=O)OC(C)(C)C tert-butyl 4-(2-(4-isopropyl-5-(8-methoxy-[1,2,4]triazolo[1,5-a]pyridin-6-yl)-1-((2-(trimethylsilyl)ethoxy)methyl)-1H-pyrazol-3-yl)thiazol-5-yl)piperidine-1-carboxylate